COC(=O)[C@H]1NC([C@H](C1)CC#C)=O (2S,4S)-5-oxo-4-(prop-2-ynyl)pyrrolidine-2-carboxylic acid methyl ester